COC1=C(CNC2=C3N=CN(C3=NC=N2)[C@H]2[C@@H](O)[C@H](O)[C@H](O2)CO)C(=CC(=C1)OC)OC 6-(2,4,6-Trimethoxybenzylamino)-9-β-D-arabinofuranosylpurin